BrC1=C(C(=C(C(=C1)Br)OC)OC)OC 1,5-dibromo-2,3,4-trimethoxybenzene